FC1=CC(=C(C=N1)C=1C=NC=2CCN(CC2C1)C=1C(=CC=2N(N1)C(C=C(N2)C)=O)C)C 7-(3-(6-fluoro-4-methylpyridin-3-yl)-7,8-dihydro-1,6-naphthyridin-6(5H)-yl)-2,8-dimethyl-4H-pyrimido[1,2-b]pyridazin-4-one